Boc-3-Iodo-L-tyrosin C(=O)(OC(C)(C)C)N[C@@H](CC1=CC(=C(C=C1)O)I)C(=O)O